N-(2-aminoethyl)-2-aminopropyltrimethoxysilane NCCNC(C[Si](OC)(OC)OC)C